C(C)(=O)C1=CC(=C(C=C1)N(C(OC(C)(C)C)=O)C(=O)OC(C)(C)C)Cl Tert-Butyl (4-Acetyl-2-Chlorophenyl)(Tert-Butoxycarbonyl)Carbamate